6-(isopropyl(methyl)amino)-2-(6-(4-(1-methyl-1H-pyrazol-4-yl)-4H-1,2,4-triazol-3-yl)pyridin-2-yl)-4-((methylamino)methyl)-2,3-Dihydro-1H-pyrrolo[3,4-c]pyridin-1-one C(C)(C)N(C1=CC2=C(C(=N1)CNC)CN(C2=O)C2=NC(=CC=C2)C2=NN=CN2C=2C=NN(C2)C)C